tert-butyl N-[1-[1-[1-[(4-methoxyphenyl)methyl]-2,6-dioxo-3-piperidyl]-3-methyl-2-oxo-benzimidazol-4-yl]-4-piperidyl]-N-methyl-carbamate COC1=CC=C(C=C1)CN1C(C(CCC1=O)N1C(N(C2=C1C=CC=C2N2CCC(CC2)N(C(OC(C)(C)C)=O)C)C)=O)=O